FS(C=1C=C(C=CC1)C1CCN(CC1)C(=O)C1CC2(C1)NC(OC2)=O)(F)(F)(F)F (2s,4s)-2-(4-(3-(Pentafluoro-λ6-sulfaneyl)phenyl)piperidine-1-carbonyl)-7-oxa-5-azaspiro[3.4]octan-6-one